4-(5-(4-(piperidin-3-yl)-1H-imidazol-1-yl)-2-(pyridin-4-yl)pyrazolo[1,5-a]pyrimidin-7-yl)morpholine N1CC(CCC1)C=1N=CN(C1)C1=NC=2N(C(=C1)N1CCOCC1)N=C(C2)C2=CC=NC=C2